tert-butyl 5,5-difluoro-2-methanesulfonyl-5H,6H,7H,8H-pyrido[3,4-d]pyrimidine-7-carboxylate FC1(CN(CC=2N=C(N=CC21)S(=O)(=O)C)C(=O)OC(C)(C)C)F